COC=1C=2N(C=C(N1)C=1C=C(C=CC1)[C@@H](C)N(C(=O)N[C@H](CC)CCC(F)(F)F)C)C=CN2 1-((R)-1-(3-(8-methoxyimidazo[1,2-a]pyrazin-6-yl)phenyl)ethyl)-1-methyl-3-((R)-6,6,6-trifluorohexan-3-yl)urea